N-([1,1'-biphenyl]-3-yl-2',3',4',5',6'-d5)-5'-(tert-butyl)-[1,1':3',1''-terphenyl]-2'-amine C1(=CC(=CC=C1)NC1=C(C=C(C=C1C1=CC=CC=C1)C(C)(C)C)C1=CC=CC=C1)C1=C(C(=C(C(=C1[2H])[2H])[2H])[2H])[2H]